Methyl 7-bromo-3-[(Z)-4-(tert-butoxycarbonylamino)-2-fluoro-but-2-enyl]benzimidazol-5-carboxylate BrC1=CC(=CC2=C1N=CN2C/C(=C/CNC(=O)OC(C)(C)C)/F)C(=O)OC